3-[2,4-dioxo-1-[(4-phenoxyphenyl)methyl]pyrido[3,2-d]pyrimidin-3-yl]piperidine-1-carboxylic acid tert-butyl ester C(C)(C)(C)OC(=O)N1CC(CCC1)N1C(N(C2=C(C1=O)N=CC=C2)CC2=CC=C(C=C2)OC2=CC=CC=C2)=O